9,10-Epoxy-18-hydroxyoctadecanoic acid OCCCCCCCCC1C(CCCCCCCC(=O)O)O1